(3-(aminomethyl)phenyl)-N-(3-(3-cyclopropyl-1-hydroxy-1-phenylpropyl)phenyl)-3-(trifluoromethyl)-1H-pyrazole-5-carboxamide NCC=1C=C(C=CC1)N1N=C(C=C1C(=O)NC1=CC(=CC=C1)C(CCC1CC1)(C1=CC=CC=C1)O)C(F)(F)F